(3S,5r)-3-amino-5-((S)-1-(4-fluorophenyl)-1,2,3,4-tetrahydroisoquinoline-2-carbonyl)tetrahydrofuran-3-carbonitrile N[C@]1(CO[C@H](C1)C(=O)N1[C@H](C2=CC=CC=C2CC1)C1=CC=C(C=C1)F)C#N